ClC1=CC=2C(C3=CC=CC(=C3C(C2C=C1)=O)Cl)=O 2,5-dichloroanthraquinone